NC=1OC(=NN1)C1=CC(=CC=C1)Br 2-amino-5-((3-bromo)-phenyl)-1,3,4-oxadiazole